ClC1=NC=2N(C=C1C)N=CC2I 5-chloro-3-iodo-6-methyl-pyrazolo[1,5-a]pyrimidine